O1C2=C(OCC1)C=C(C=C2)C2=NC=NO2 5-(2,3-dihydro-benzo[b][1,4]dioxin-6-yl)-1,2,4-oxadiazole